4-((S)-1-((R)-1-((2-chloro-1-(3,5-difluorobenzyl)-1H-imidazol-4-yl)amino)-1-oxopropan-2-yl)-4,4-difluoropiperidin-3-yl)pyridine 1-oxide ClC=1N(C=C(N1)NC([C@@H](C)N1C[C@@H](C(CC1)(F)F)C1=CC=[N+](C=C1)[O-])=O)CC1=CC(=CC(=C1)F)F